CC([C@@H]1[C@H]([C@H]([C@@H](O1)N1C=NC=2C(N)=NC=NC12)O)O)S 5'-methyl-5'-thioadenosine